C(C)C1=NC=2CC[C@@H](CC2NC1=O)CN1CCC(=CC1)C=1C=NC(=CC1)C(=O)NC (S)-1'-((2-ethyl-3-oxo-3,4,5,6,7,8-hexahydroquinoxalin-6-yl)methyl)-N-methyl-1',2',3',6'-tetrahydro-[3,4-bipyridine]-6-carboxamide